(6S)-6-methyl-3-(5-methyl-1,1-dioxo-1,2,5-thiadiazolidin-2-yl)-N-(3,4,5-trifluorophenyl)-6,7-dihydro-4H-pyrazolo[1,5-a]pyrazine-5-carboxamide C[C@@H]1N(CC=2N(C1)N=CC2N2S(N(CC2)C)(=O)=O)C(=O)NC2=CC(=C(C(=C2)F)F)F